(S)-N-(5-chloro-6-(2H-1,2,3-triazol-2-yl)pyridin-3-yl)-2,3-difluoro-8-methyl-8-(trifluoromethyl)-7,8-dihydro-6H-pyrazolo[1,5-a]pyrrolo[2,3-e]pyrimidine-6-carboxamide ClC=1C=C(C=NC1N1N=CC=N1)NC(=O)N1C[C@@](C2=C1C=NC=1N2N=C(C1F)F)(C(F)(F)F)C